iron (sulfuric acid) S(O)(O)(=O)=O.[Fe]